C1(=CC=CC=C1)C=1C=C2C=CC(=C(C2=CC1)C1=C(C=CC2=CC(=CC=C12)C1=CC=CC=C1)OC1=C(C=C(C=C1)CO)C1=CC=CC=C1)OC1=C(C=C(C=C1)CO)C1=CC=CC=C1 [(6,6'-diphenyl[1,1'-binaphthalene]-2,2'-diyl)bis(oxy[1,1'-biphenyl]-2,5-diyl)]dimethanol